[N+](=O)([O-])C=1C=CC(=NC1)N1CCC(CC1)C=O 1-(5-nitropyridin-2-yl)piperidine-4-formaldehyde